((2-(((3S,6S,10aS)-3-(3-(2,2-difluoroethoxy)-3-(pyridin-3-yl)azetidine-1-carbonyl)-5-oxodecahydropyrrolo[1,2-a]azocin-6-yl)carbamoyl)benzo[b]thiophen-5-yl)fluoromethyl)phosphonic acid FC(COC1(CN(C1)C(=O)[C@@H]1CC[C@H]2N1C([C@H](CCCC2)NC(=O)C2=CC1=C(S2)C=CC(=C1)C(F)P(O)(O)=O)=O)C=1C=NC=CC1)F